(6-(2-fluorophenoxy)pyridin-3-yl)methylamine hydrochloride Cl.FC1=C(OC2=CC=C(C=N2)CN)C=CC=C1